C(C1=CC=CC=C1)OC1=C(N2C(C3=C(C=CC=C13)C#CC1=CC=CC=C1)=NC=N2)C(=O)NCC(=O)OCC ethyl 2-[[6-benzyloxy-10-(2-phenylethynyl)-[1,2,4]triazolo[5,1-a]isoquinoline-5-carbonyl]amino]acetate